2-(3-diethylaminopropoxy)-2-phenyl-1,7,7-trimethylbicyclo[2.2.1]heptane C(C)N(CCCOC1(C2(CCC(C1)C2(C)C)C)C2=CC=CC=C2)CC